C(#N)C12CCC(C1)(C2)N2C(=NC(=C2)C)C2=NC=CC(=C2)C=2C=C1CN(C(C1=C(C2)S(=O)(=O)C)=O)[C@@H](C)C2CC2 (S)-N-(4-Cyanobicyclo[2.1.1]hexan-1-yl)-2-(4-(2-(1-cyclopropylethyl)-7-(methylsulfonyl)-1-oxoisoindolin-5-yl)pyridin-2-yl)-4-methyl-1H-imidazole